CSC1=C(C=CC=C1)C(=C=CC(C)=O)C1=C(C=CC=C1)SC bis((methylthio)phenyl)pentadieneone